1,4-dimethyl-2-[2-(3-pyridinyl)indazol-5-yl]-1,2,4-triazolidine-3,5-dione CN1N(C(N(C1=O)C)=O)C1=CC2=CN(N=C2C=C1)C=1C=NC=CC1